F[C@H]1CN(CC1)C1=C(C=C2C(=N1)COC2)C(=O)NC=2C=C1C(=CC(NC1=C(C2)OC)=O)C 2-[(3R)-3-fluoropyrrolidin-1-yl]-N-(8-methoxy-4-methyl-2-oxo-1H-quinolin-6-yl)-5,7-dihydrofuro[3,4-b]pyridine-3-carboxamide